[Br-].BrC(Br)(Br)[P+](C1=CC=CC=C1)(C1=CC=CC=C1)C1=CC=CC=C1 (tribromomethyl)triphenylphosphonium bromide